NC=1C=C(C=2C(C3=C(C=CC=C3C(C2C1)=O)OCCCCC=C)=O)OCCCCC=C 3-amino-1,8-bis(hex-5-en-1-yloxy)anthracene-9,10-dione